(R)-N-(methyl-d3)-6-(3-methylureido)-4-((2,4,5-trimethyl-4,5-dihydro-2H-[1,2,3]triazolo[4,5-c]quinolin-6-yl)amino)nicotinamide C(NC(C1=CN=C(C=C1NC1=CC=CC=2C=3C([C@H](N(C12)C)C)=NN(N3)C)NC(=O)NC)=O)([2H])([2H])[2H]